5-BROMO-1H-PYRAZOLE-3-CARBALDEHYDE BrC1=CC(=NN1)C=O